ClC1=CC(=C2C(=N1)N(C=C2C#N)COCC[Si](C)(C)C)NC2CCC2 6-chloro-4-(cyclobutylamino)-1-((2-(trimethylsilyl)ethoxy)methyl)-1H-pyrrolo[2,3-b]pyridine-3-carbonitrile